NC=1C=C(C(=O)OC(C)(C)C)C=CC1OCCN(C)C tert-butyl 3-amino-4-(2-(dimethylamino)ethoxy)benzoate